C(N)(=O)C1(CNC1)NC(=O)C1CCN(CC1)C(C1=C(C=C(C=C1)NC=1C=2N(C=CN1)C(=CN2)C2=CC(=C(C=C2)OC)F)C)=O N-(3-carbamoylazetidin-3-yl)-1-[4-[[3-(3-fluoro-4-methoxyphenyl)imidazo[1,2-a]pyrazin-8-yl]amino]-2-methylbenzoyl]piperidine-4-carboxamide